OC1=CC=C(C=C1)\C(=C(/CC)\C1=CC=CC=C1)\C1=CC=C(C=C1)N1CCC(CC1)CNC1CN(CC1)C1=CC=C2C(=N1)CN(C2=O)C2CNCCC2 (E)-3-(2-(3-(((1-(4-(1-(4-hydroxyphenyl)-2-phenylbut-1-en-1-yl)phenyl)piperidin-4-yl)methyl)amino)pyrrolidin-1-yl)-5-oxo-5,7-dihydro-6H-pyrrolo[3,4-b]pyridin-6-yl)piperidine